3-[(1R)-1-hydroxy-2-[(3S,4S)-3-{[(6-methanesulfonylpyridin-3-yl)oxy]methyl}-4-methylpyrrolidin-1-yl]ethyl]benzonitrile O[C@@H](CN1C[C@H]([C@@H](C1)C)COC=1C=NC(=CC1)S(=O)(=O)C)C=1C=C(C#N)C=CC1